CC=1N=C(C2=C(N1)OC=C2C(=O)NC=2OC=C(N2)C)NC2(CC2)C methyl-N-(4-methyl-1,3-oxazol-2-yl)-4-[(1-methylcyclopropyl)amino]furo[2,3-d]pyrimidine-5-carboxamide